C(C)(C)(C)OC(=O)NCCCCCN1C(=NC2=C1C=CC(=C2)CO)NC(=O)C=2C=C(C(=O)OC)C=CC2 methyl 3-((1-(5-((tert-butoxycarbonyl)amino)pentyl)-5-(hydroxymethyl)-1H-benzo[d]imidazol-2-yl)carbamoyl)benzoate